FC1=C(N)C(=CC=C1C)F 2,6-difluoro-3-methylaniline